ethyl 3,3,3-trifluoro-2-methoxy-2-(4-nitrophenyl)propanoate FC(C(C(=O)OCC)(C1=CC=C(C=C1)[N+](=O)[O-])OC)(F)F